OC1=CC=C(C=C1)N1C(=C(C2=CC=CC=C12)C(=O)N)\C(=C/C)\C 1-(4-Hydroxy-phenyl)-2-((Z)-1-methyl-propenyl)-1H-indole-3-carboxylic acid, amide